C(CCCCCCC\C=C/C\C=C/CCCCC)(=O)OC[C@@H](OO)COP(=O)(O)O 1-linoleoyl-2-hydroxy-sn-glycero-3-phosphate